BrC=1C(=NC(=NC1)I)C(F)(F)F 5-bromo-2-iodo-4-(trifluoromethyl)pyrimidine